2-((2-ethyl-5-(4-(2-(3-hydroxyazetidin-1-yl)-2-oxoethyl)piperazin-1-yl)furo[2,3-c]pyridin-3-yl)(methyl)amino)-4-(4-fluorophenyl)thiazole-5-carbonitrile C(C)C1=C(C=2C(=CN=C(C2)N2CCN(CC2)CC(=O)N2CC(C2)O)O1)N(C=1SC(=C(N1)C1=CC=C(C=C1)F)C#N)C